dimethylsilanediylbis(2-methyl-4-(4-t-butylphenyl)indenyl)zirconium dichloride [Cl-].[Cl-].C[Si](=[Zr+2](C1C(=CC2=C(C=CC=C12)C1=CC=C(C=C1)C(C)(C)C)C)C1C(=CC2=C(C=CC=C12)C1=CC=C(C=C1)C(C)(C)C)C)C